1,2-difluoro-4-nitro-3-nitrotoluene FC1(C)C(C(=C(C=C1)[N+](=O)[O-])[N+](=O)[O-])F